{3-[(1-phenyl-1H-pyrazole-4-carbonyl)amino]bicyclo[1.1.1]pent-1-yl}carbamic acid tert-butyl ester C(C)(C)(C)OC(NC12CC(C1)(C2)NC(=O)C=2C=NN(C2)C2=CC=CC=C2)=O